FC1=C(C(=O)NC)C=CC(=C1)I 2-fluoro-4-iodo-N-methyl-benzamide